N[C@@H]1CN(C[C@H]1CN(C)C)C(=O)OC(C)(C)C tert-Butyl (3S,4R)-3-amino-4-((dimethylamino)methyl)pyrrolidine-1-carboxylate